NCC1C2(C1)C1=C(CN(S2(=O)=O)C)C=CC(=C1)Cl (aminomethyl)-7-chloro-3-methyl-3,4-dihydrospiro[benzo[d][1,2]thiazine-1,1'-cyclopropane]-2,2-dioxide